8-[(2,5-difluoro-4-methylphenyl)methyl]-[1,2,4]triazolo[1,5-a]pyrazine-6-carboximidamide FC1=C(C=C(C(=C1)C)F)CC=1C=2N(C=C(N1)C(N)=N)N=CN2